(R)-2-(4-((4-((1-(3-amino-5-(trifluoromethyl)phenyl)ethyl)amino)-2-methylquinazolin-6-yl)(Methyl)amino)-3-methoxyphenyl)-N,N-dimethylacetamide NC=1C=C(C=C(C1)C(F)(F)F)[C@@H](C)NC1=NC(=NC2=CC=C(C=C12)N(C1=C(C=C(C=C1)CC(=O)N(C)C)OC)C)C